3,9-dihydroxy-8-((4-methylpiperidin-1-yl)methyl)benzo[5,6]oxazepin OC1=NOC2=C(C=C1)C=CC(=C2O)CN2CCC(CC2)C